2-(4-chlorobenzyl)-5-(3,5-difluorobenzyl)-1-(piperidin-4-ylmethyl)-1,2,4,5,6,7-hexahydro-3H-pyrazolo[4,3-c]pyridin-3-one ClC1=CC=C(CN2N(C3=C(CN(CC3)CC3=CC(=CC(=C3)F)F)C2=O)CC2CCNCC2)C=C1